N[C@H](CC(=O)[O-])C(=O)OC methyl D-aspartate